F[C@@H]1[C@@H](C1)C(=O)NC1=NC=C2C=C(C=3N(C2=C1)C=CN3)C=3C=NC(=CC3C)\C(\C)=N/O (1S,2S)-2-fluoro-N-(4-{6-[(1Z)-1-(hydroxyimino)ethyl]-4-methylpyridin-3-yl}imidazo[1,2-a]1,6-naphthyridin-8-yl)cyclopropane-1-carboxamide